(S)-tert-butyl 3-((1-(N-(5-chloro-6-(cyclopentylmethoxy)benzo[d]isoxazol-3-yl)sulfamoyl)piperidin-4-yl)oxy)pyrrolidine-1-carboxylate ClC=1C(=CC2=C(C(=NO2)NS(=O)(=O)N2CCC(CC2)O[C@@H]2CN(CC2)C(=O)OC(C)(C)C)C1)OCC1CCCC1